nickel-iron (2+) cobalt [Co+2].[Fe+2].[Ni+2]